N-(trans-4-Carbamoylcyclohexyl)-4-(7-fluoro-1H-pyrrolo[3,2-c]pyridin-4-yl)benzamide C(N)(=O)[C@@H]1CC[C@H](CC1)NC(C1=CC=C(C=C1)C1=NC=C(C2=C1C=CN2)F)=O